4-[4-cyano-3-hydroxy-7-(2-trifluoromethoxy-phenyl)-quinolin-2-yl]-4-oxo-butyric acid ethyl ester C(C)OC(CCC(=O)C1=NC2=CC(=CC=C2C(=C1O)C#N)C1=C(C=CC=C1)OC(F)(F)F)=O